sulfoxyisobutyramide hydrogensulfate S(=O)(=O)(O)O.O(S(=O)(=O)O)C(C(=O)N)(C)C